3-(2-methoxyphenyl)butanoic acid COC1=C(C=CC=C1)C(CC(=O)O)C